1-(2-fluoranylethyl)indol FCCN1C=CC2=CC=CC=C12